((2-(3'-(5-(2,2-difluoroethyl)-4,5,6,7-tetrahydrooxazolo[4,5-c]pyridin-2-yl)-2,2'-dimethyl-[1,1'-biphenyl]-3-yl)-6-(difluoromethoxy)benzo[d]oxazol-5-yl)methyl)proline FC(CN1CC2=C(CC1)OC(=N2)C=2C(=C(C=CC2)C2=C(C(=CC=C2)C=2OC1=C(N2)C=C(C(=C1)OC(F)F)CN1[C@@H](CCC1)C(=O)O)C)C)F